6-bromo-7-iodo-3-oxoisoindoline-1-carboxylic acid BrC1=CC=C2C(NC(C2=C1I)C(=O)O)=O